2-(2-azaspiro[3.3]heptan-6-yl)-5-((1S,5R)-5-(trifluoromethyl)-3-(8-(trifluoromethyl)quinolin-5-yl)-3-azabicyclo[3.1.0]hexan-1-yl)-1,3,4-oxadiazole C1NCC12CC(C2)C=2OC(=NN2)[C@@]21CN(C[C@]1(C2)C(F)(F)F)C2=C1C=CC=NC1=C(C=C2)C(F)(F)F